C[C@]12CC[C@@H](C([C@@H]1CC[C@@]3([C@@H]2CC=C4[C@]3(C[C@H]([C@@]5([C@H]4CC(CC5)(C)C)CO)O)C)C)(C)C)O[C@H]6[C@@H]([C@H]([C@H](CO6)O[C@H]7[C@@H]([C@H]([C@@H]([C@H](O7)CO)O)O)O)O)O[C@H]8[C@@H]([C@H]([C@@H]([C@H](O8)CO)O)O)O The molecule is a triterpenoid saponin that is primulagenin A attached to a beta-D-glucopyranosyl-(1->2)-[beta-D-glucopyranosyl-(1->4)]-alpha-L-arabinopyranosyl residue at position 3 via a glycosidic linkage. It has been isolated from the aerial parts of Lysimachia clethroides. It has a role as a plant metabolite. It is a triterpenoid saponin, a pentacyclic triterpenoid, a diol and a trisaccharide derivative. It derives from a primulagenin A. It derives from a hydride of an oleanane.